C(#N)C=1C=C(C=CC1F)NC(=O)C=1C(=C(N(C1C)C)C(C(=O)OCC)=O)C ethyl 2-(4-((3-cyano-4-fluorophenyl) carbamoyl)-1,3,5-trimethyl-1H-pyrrol-2-yl)-2-oxoacetate